5-chloro-3-((3,5-dimethylphenyl)sulfonyl)-N-(2-((4-methylphenyl)sulfonamido)ethyl)-1H-indole-2-carboxamide ClC=1C=C2C(=C(NC2=CC1)C(=O)NCCNS(=O)(=O)C1=CC=C(C=C1)C)S(=O)(=O)C1=CC(=CC(=C1)C)C